(1-((1-(trifluoromethyl)cyclopropyl)methyl)pyrrolidin-3-yl)acetamide FC(C1(CC1)CN1CC(CC1)CC(=O)N)(F)F